CC1C(OC1)=O 3-methyl-2-oxetanone